(2S,4S)-4-fluoro-1-[2-[(3S)-3-[(8-fluoro-5-quinolyl)amino]pyrrolidin-1-yl]acetyl]pyrrolidine-2-carbonitrile F[C@H]1C[C@H](N(C1)C(CN1C[C@H](CC1)NC1=C2C=CC=NC2=C(C=C1)F)=O)C#N